O[C@H]1C[C@H](CC1)C=1C=C(N(N1)C(C)(C)C)NC1=CC=2N(C(NS(C2C=C1)(=O)=O)=O)C 6-({5-[(1S,3R)-3-hydroxycyclopentyl]-2-(2-methylpropan-2-yl)pyrazol-3-yl}amino)-4-methyl-3-oxo-3,4-dihydro-2H-1λ6-benzo[2,1-E][1,2,4]thiadiazin-1,1-dione